4-(2-hydroxypropan-2-yl)-6-(trifluoromethyl)pyridine OC(C)(C)C1=CC=NC(=C1)C(F)(F)F